N-(8-(5-(6-ethoxy-1H-pyrazolo[3',4':3,4]pyrazolo[1,5-a]pyridin-4-yl)pyridin-2-yl)-1,8-diazaspiro[4.5]decan-1-yl)2-chloro-6-fluorobenzamide C(C)OC=1C=C(C=2N(C1)N=C1C2C=NN1)C=1C=CC(=NC1)N1CCC2(CCCN2NC(C2=C(C=CC=C2F)Cl)=O)CC1